N1NN=C2C1=CC=CN2N 2H-[1,2,3]triazolo[4,5-e]pyridin-4-amine